6-methoxy-2-(1-methyl-2-oxo-1-azaspiro[4.5]decan-8-yl)-N-(pyrazolo[1,5-a]pyrimidin-3-yl)-2H-indazole-5-carboxamide COC=1C(=CC2=CN(N=C2C1)C1CCC2(CCC(N2C)=O)CC1)C(=O)NC=1C=NN2C1N=CC=C2